1-[(2R)-1-{2-[1-(2-fluorophenyl)-1H-pyrazol-4-yl]-1,3-thiazole-4-carbonyl}pyrrolidin-2-yl]methanamine FC1=C(C=CC=C1)N1N=CC(=C1)C=1SC=C(N1)C(=O)N1[C@H](CCC1)CN